COC1=CC=C(C=C1)C(OC[C@@H]1[C@@H](C[C@@H](O1)N1C2=NC=NC(=C2N=C1)OC(N(C1=CC=CC=C1)C1=CC=CC=C1)=O)O)(C1=CC=CC=C1)C1=CC=C(C=C1)OC [9-[(2R,4R,5R)-5-[[bis(4-methoxyphenyl)-phenyl-methoxy]methyl]-4-hydroxy-tetrahydrofuran-2-yl]purin-6-yl]N,N-diphenylcarbamate